C1(CCCCCCC1)C(NC(=O)C=1C(=NOC1)C)C1=NC2=C(N1)C=CC(=C2F)CCC(=O)NC N-(cyclooctyl-{4-fluoro-5-[3-(methylamino)-3-oxopropyl]-1H-benzoimidazol-2-yl}-methyl)-3-methylisoxazole-4-carboxamide